C(CCC(=O)[O-])(=O)OC(C)(C)C tert-butyl succinate